2-(tert-butyloxycarbonyl)-2-azaspiro[3.3]heptane-6-carboxylic acid C(C)(C)(C)OC(=O)N1CC2(C1)CC(C2)C(=O)O